71-azido-3,6,9,12,15,18,21,24,27,30,33,36,39,42,45,48,51,54,57,60,63,66,69-tricosaoxahenheptacontan-1-ol N(=[N+]=[N-])CCOCCOCCOCCOCCOCCOCCOCCOCCOCCOCCOCCOCCOCCOCCOCCOCCOCCOCCOCCOCCOCCOCCOCCO